ClC1=C(C(=O)N(CCC2CCNCC2)C)C=CC(=C1)NC=1C=2N(C=CN1)C(=CN2)C2=C(C(=C(C=C2)OCC#N)F)F 2-chloro-4-((3-(4-(cyanomethoxy)-2,3-difluorophenyl)imidazo[1,2-a]pyrazin-8-yl)amino)-N-methyl-N-(2-(piperidin-4-yl)ethyl)benzamide